N1C=NC(=C1)C1=NC(=NC=C1C(F)(F)F)NC1CCNCC1 4-(1H-imidazol-4-yl)-N-(piperidin-4-yl)-5-(trifluoromethyl)pyrimidin-2-amine